1-trimethoxysilyl-6-(dimethylamino)(triethoxysilylpropylamino)methylsilylhexane CO[Si](C(CCCCCN(C)C)[SiH2]CNCCC[Si](OCC)(OCC)OCC)(OC)OC